FC([C@H](C)N[C@@H]1CC[C@H](CC1)N)(F)F trans-N4-[(1S)-2,2,2-trifluoro-1-methyl-ethyl]cyclohexane-1,4-diamine